2-((4-(benzyloxy)phenyl)amino)-4-(6,6-dimethyl-4-oxo-3-(trifluoromethyl)-4,5,6,7-tetrahydro-1H-indazol-1-yl)benzonitrile C(C1=CC=CC=C1)OC1=CC=C(C=C1)NC1=C(C#N)C=CC(=C1)N1N=C(C=2C(CC(CC12)(C)C)=O)C(F)(F)F